ClC1=CC2=C(C=N1)C(=C(N2C)C2=C(C=CC=C2OC)F)C 6-chloro-2-(2-fluoro-6-methoxyphenyl)-1,3-dimethyl-1H-pyrrolo[3,2-c]pyridine